S-(trifluoromethyl)dibenzothiophene phosphonium tetrafluoroborate F[B-](F)(F)F.[PH4+].FC(S1C2=C(C3=C1C=CC=C3)C=CC=C2)(F)F